6-bromo-2,3-dicyanonaphthalene BrC=1C=C2C=C(C(=CC2=CC1)C#N)C#N